ClC(C1=NC(=NO1)C1=CC=C(C=C1)C(CNC1=CC=C(C=C1)OC)=O)(F)F 1-(4-(5-(Chlorodifluoromethyl)-1,2,4-oxadiazol-3-yl)phenyl)-2-((4-methoxyphenyl)amino)ethan-1-on